(S)-1-(4-(4-bromophenyl)-2-(hydroxymethyl)piperazin-1-yl)-2-chloroethane-1-one BrC1=CC=C(C=C1)N1C[C@H](N(CC1)C(CCl)=O)CO